BrC1=CC(=CC=2C(=C(OC21)CNC(=O)C=2C=NN1C2N=CC=C1)C)Cl N-((7-bromo-5-chloro-3-methylbenzofuran-2-yl)methyl)pyrazolo[1,5-a]pyrimidine-3-carboxamide